tert-butyl (5-(difluoromethyl)-2-((3-(5-isopropoxypyridin-2-yl)-1,2,4-thiadiazol-5-yl)amino)pyridin-3-yl)(methyl)carbamate FC(C=1C=C(C(=NC1)NC1=NC(=NS1)C1=NC=C(C=C1)OC(C)C)N(C(OC(C)(C)C)=O)C)F